4-((4-([1,2,4]triazolo[1,5-a]pyridin-7-yloxy)-3-methylphenyl)amino)-8,9,11,12-tetrahydro-6,11-methanopyrimido[4',5':5,6]pyrido[3,2-b][1,4,8]oxadiazecin N=1C=NN2C1C=C(C=C2)OC2=C(C=C(C=C2)NC2=NC=NC1=CC=3OCC4NCCCN(C3N=C12)C4)C